3-(6-(6,6-difluoro-2-azaspiro[3.3]heptan-2-yl)-4-methoxypyridin-3-yl)-N-(3-fluoro-4-(3-fluoro-1H-pyrazol-4-yl)phenyl)-1-methyl-1H-1,2,4-triazol-5-amine FC1(CC2(CN(C2)C2=CC(=C(C=N2)C2=NN(C(=N2)NC2=CC(=C(C=C2)C=2C(=NNC2)F)F)C)OC)C1)F